(2,5-difluorophenyl)-2-(1H-1,2,4-triazol-1-yl)ethanone FC1=C(C=C(C=C1)F)C(CN1N=CN=C1)=O